FC(C(=O)O)(F)F.FC1=C(C=CC(=C1)F)S(=O)(=O)NC=1C(=NC=C(C1)C=1N(C2=NC=NC(=C2N1)N1CCNCC1)C)OC 2,4-difluoro-N-(2-methoxy-5-(9-Methyl-6-(piperazin-1-yl)-9H-purin-8-yl)pyridin-3-yl)benzenesulfonamide trifluoroacetate